5-[(1R)-1-(3,5-Dichloro-4-pyridyl)ethoxy]-3-[2-(4-methylsulfonylpiperazin-1-yl)pyrimidin-5-yl]-1H-indazole ClC=1C=NC=C(C1[C@@H](C)OC=1C=C2C(=NNC2=CC1)C=1C=NC(=NC1)N1CCN(CC1)S(=O)(=O)C)Cl